quinoxalin-2(3H)-one L-tartrate salt C(=O)(O)[C@H](O)[C@@H](O)C(=O)O.N=1C(CN=C2C=CC=CC12)=O